Methyl 5-(7-chloro-1,2,3,4-tetrahydroquinolin-6-yl)picolinate ClC1=C(C=C2CCCNC2=C1)C=1C=CC(=NC1)C(=O)OC